C(CCCCC)(=O)O[C@@H](C\C=C/CCCCCCCCOC(CCC(=O)O)=O)CCCCCC (R,Z)-4-((12-(Hexanoyloxy)octadec-9-en-1-yl)oxy)-4-oxobutanoic acid